Cl.FC=1C=NN2C1C(=NC(=C2)C=2C=NN(C2)C)O[C@H]2C[C@H](CCC2)N (1S,3R)-3-((3-Fluoro-6-(1-methyl-1H-pyrazol-4-yl)pyrazolo[1,5-a]pyrazin-4-yl)oxy)cyclohexan-1-amine hydrochloride